phenoxylanilinetrisulfonate O(C1=CC=CC=C1)C1=C(C(N(S(=O)(=O)[O-])S(=O)(=O)[O-])=CC=C1)S(=O)(=O)[O-]